S1C=NC2=C1C(=CC=C2)S(=O)(=O)CCC(=O)N2C1CC(CC2CC1)C1=CC=CC=N1 6-{8-[3-(1,3-benzothiazole-7-sulfonyl)propanoyl]-8-azabicyclo[3.2.1]octan-3-yl}pyridine